(3-diisopropylaminopropyl)germanium hydride C(C)(C)N(CCC[GeH])C(C)C